benzo[b]thiophene-2-carboxylic acid nitrophenyl ester [N+](=O)([O-])C1=C(C=CC=C1)OC(=O)C1=CC2=C(S1)C=CC=C2